tert-butyl (R)-7-methyl-2-(3-(((3aR,5s,6aS)-octahydrocyclopenta[c]pyrrol-5-yl)amino)propanamido)-3-(thiazolo[4,5-c]pyridin-2-yl)-4,7-dihydrothieno[2,3-c]pyridine-6(5H)-carboxylate C[C@H]1N(CCC2=C1SC(=C2C=2SC1=C(C=NC=C1)N2)NC(CCNC2C[C@@H]1[C@@H](CNC1)C2)=O)C(=O)OC(C)(C)C